(R)-N-(1-(3-chloro-5-(2,2,2-trifluoroethoxy)phenyl)cyclopropyl)-3-(2,6-difluorophenyl)-3-hydroxybutanamide ClC=1C=C(C=C(C1)OCC(F)(F)F)C1(CC1)NC(C[C@@](C)(O)C1=C(C=CC=C1F)F)=O